C1C(CC12CCC2)CO spiro[3.3]heptan-2-ylmethanol